2-(3-methoxyphenyl)-2-methylpropanenitrile COC=1C=C(C=CC1)C(C#N)(C)C